2,3,4-trioctadecanoxybenzhydrol C(CCCCCCCCCCCCCCCCC)OC1=C(C(C2=CC=CC=C2)O)C=CC(=C1OCCCCCCCCCCCCCCCCCC)OCCCCCCCCCCCCCCCCCC